(R)-N-(piperidin-3-yl)-6-(6-(pyrazolo[1,5-a]pyridin-3-yl)imidazo[1,2-a]pyrazin-3-yl)pyridin-2-amine N1C[C@@H](CCC1)NC1=NC(=CC=C1)C1=CN=C2N1C=C(N=C2)C=2C=NN1C2C=CC=C1